ClC=1C=C(C=NC(C(=O)O)CC2=CC=C(C=C2)O)C=C(C1)OC(C1=CC(=CC=C1)C)=O 2-(3-chloro-5-(3-methylbenzoyloxy)benzylideneamino)-3-(4-hydroxyphenyl)propanoic acid